8-(cyclopropylmethyl)-3-((3-(4-(2-(isobutylsulfonyl)phenoxy)-3-(trifluoromethyl)phenyl)-1,2,4-oxadiazol-5-yl)methyl)-1-(2-morpholinoethyl)-1,3,8-triazaspiro[4.5]decane-2,4-dione C1(CC1)CN1CCC2(C(N(C(N2CCN2CCOCC2)=O)CC2=NC(=NO2)C2=CC(=C(C=C2)OC2=C(C=CC=C2)S(=O)(=O)CC(C)C)C(F)(F)F)=O)CC1